The molecule is an octadecatrienoyl-CoA(4-) obtained by deprotonation of the phosphate and diphosphate OH groups of (2E,9Z,12Z)-octadecatrienoyl-CoA. It is a 2,3-trans-enoyl CoA(4-) and an octadecatrienoyl-CoA(4-). It is a conjugate base of a (2E,9Z,12Z)-octadecatrienoyl-CoA. CCCCC/C=C\\C/C=C\\CCCCC/C=C/C(=O)SCCNC(=O)CCNC(=O)[C@@H](C(C)(C)COP(=O)([O-])OP(=O)([O-])OC[C@@H]1[C@H]([C@H]([C@@H](O1)N2C=NC3=C(N=CN=C32)N)O)OP(=O)([O-])[O-])O